methyl 4-(1,2-dimethyl-1H-imidazol-4-yl)-3-methyl-1H-pyrrole-2-carboxylate CN1C(=NC(=C1)C=1C(=C(NC1)C(=O)OC)C)C